(3-fluorophenyl)hydrazine hydrochloride Cl.FC=1C=C(C=CC1)NN